tert-butyl 4-(5-(2-((2-chloro-4-(trifluoromethyl)phenyl)amino)-2-oxoethyl)-6-ethyl-2-methyl-8-oxo-5,8-dihydropyrido[2,3-b]thiazolo[4,5-e]pyrazin-7-yl)piperazine-1-carboxylate ClC1=C(C=CC(=C1)C(F)(F)F)NC(CN1C(=C(C(C=2C1=NC1=C(N2)N=C(S1)C)=O)N1CCN(CC1)C(=O)OC(C)(C)C)CC)=O